IC1=C(C(=O)Cl)C(=CC(=C1C(=O)Cl)I)I 2,4,6-triiodoisophthaloyl dichloride